2-((3,5-dichloro-4-(4-hydroxy-3-isopropylbenzyl)phenyl)thio)-N-ethylacetamide ClC=1C=C(C=C(C1CC1=CC(=C(C=C1)O)C(C)C)Cl)SCC(=O)NCC